3-oxo-5,6-didehydrocycloheptyl-coenzyme A O=C1CC(CC=CC1)SCCNC(CCNC([C@@H](C(COP(OP(OC[C@@H]1[C@H]([C@H]([C@@H](O1)N1C=NC=2C(N)=NC=NC12)O)OP(=O)(O)O)(=O)O)(=O)O)(C)C)O)=O)=O